Methyl 5-(4-bromo-6-chloro-1-(tetrahydro-2H-pyran-2-yl)-1H-indazol-5-yl)pentanoate BrC1=C2C=NN(C2=CC(=C1CCCCC(=O)OC)Cl)C1OCCCC1